3-(1-hydroxy-2-p-tolylaminoethyl)-1H-1,2,4-triazol-5(4H)-one OC(CNC1=CC=C(C=C1)C)C1=NNC(N1)=O